CN1N=C(N=C1[2H])CO (1-methyl-1H-1,2,4-triazol-3-yl-5-d)methanol